aluminum phenylcarboxylate C1(=CC=CC=C1)C(=O)[O-].[Al+3].C1(=CC=CC=C1)C(=O)[O-].C1(=CC=CC=C1)C(=O)[O-]